F[C@@H]1[C@@H](C1)C(=O)NC1=NC=C2C=C(C=3N(C2=C1)C=CN3)C=3C=NC(=CC3C)C(CC)=O (1S,2S)-2-fluoro-N-(4-(4-methyl-6-propionylpyridin-3-yl)imidazo[1,2-a][1,6]naphthyridin-8-yl)cyclopropane-1-carboxamide